N-methyl-N-((1s,3s)-3-methyl-3-((6-(1-methyl-1H-pyrazol-4-yl)pyrazolo[1,5-a]pyrazin-4-yl)oxy)cyclobutyl)cyclobut-1-ene-1-carboxamide CN(C(=O)C1=CCC1)C1CC(C1)(OC=1C=2N(C=C(N1)C=1C=NN(C1)C)N=CC2)C